C(C)(C)(C)C1=CC=C(C=C1)CCNC(=O)NC1=CC=C(C=C1)Cl 1-[2-(4-tert-butylphenyl)ethyl]-3-(4-chlorophenyl)urea